N-[2-[3-(2,4-dimethyl-1,3-thiazol-5-yl)-6-oxopyridazin-1-yl]ethyl]-1-thiophen-2-ylcyclopentane-1-carboxamide CC=1SC(=C(N1)C)C1=NN(C(C=C1)=O)CCNC(=O)C1(CCCC1)C=1SC=CC1